FC(C1=C(C=CC(=C1)C(C(F)(F)F)(C(F)(F)F)F)NC(C1=C(C(=CC=C1)N(C(C1=CC=C(C=C1)F)=O)CC1CC1)F)=O)(F)F N-[2-trifluoromethyl-4-(1,1,1,2,3,3,3-heptafluoropropan-2-yl)-phenyl]-3-[N-(cyclopropylmethyl)-4-fluorobenzamido]-2-fluorobenzamide